tert-butyl 4-((1-(4-chloro-3-(2,4-dioxotetrahydropyrimidin-1(2H)-yl)benzoyl)piperidin-4-yl)methyl)piperazine-1-carboxylate TFA salt OC(=O)C(F)(F)F.ClC1=C(C=C(C(=O)N2CCC(CC2)CN2CCN(CC2)C(=O)OC(C)(C)C)C=C1)N1C(NC(CC1)=O)=O